C(#C)C=1C=C(CN(CCC2=CC=C(C=C2)NC(=O)C2=C(C=C(C(=C2)OC)OC)NC(=O)C=2OC3=CC=CC=C3C(C2)=O)C)C=CC1 N-(2-((4-(2-((3-Ethynylbenzyl)(methyl)amino)ethyl)phenyl)carbamoyl)-4,5-dimethoxyphenyl)-4-oxo-4H-chromene-2-carboxamide